2-(3,5-Difluoro-phenyl)-N-[2-dimethylamino-6-(2,4,6-trimethyl-benzylamino)-pyridin-3-yl]-acetamide FC=1C=C(C=C(C1)F)CC(=O)NC=1C(=NC(=CC1)NCC1=C(C=C(C=C1C)C)C)N(C)C